N-(5-(((3R,4R)-4-methoxy-1-methylpiperidin-3-yl)oxy)-7-(1-methyl-1H-pyrazol-4-yl)quinazolin-4-yl)benzo[d]thiazol-6-amine CO[C@H]1[C@@H](CN(CC1)C)OC1=C2C(=NC=NC2=CC(=C1)C=1C=NN(C1)C)NC1=CC2=C(N=CS2)C=C1